tert-butyl (1-(4-bromo-2-methylphenyl)-2-((tert-butyldimethylsilyl)oxy)ethyl)carbamate BrC1=CC(=C(C=C1)C(CO[Si](C)(C)C(C)(C)C)NC(OC(C)(C)C)=O)C